1-(3-(benzyloxy)-4-iodophenyl)-2-bromoethanone C(C1=CC=CC=C1)OC=1C=C(C=CC1I)C(CBr)=O